2-(dimethylamino)-1-(4-morpholino-phenyl)-2-benzyl-1-butanone CN(C(C(=O)C1=CC=C(C=C1)N1CCOCC1)(CC)CC1=CC=CC=C1)C